C(=O)[C@H]1CN(CC1)C(=O)OC(C)(C)C tert-butyl (3R)-3-formylpyrrolidine-1-carboxylate